tert-butyl N-(2-formylphenyl)-N-methyl-carbamate C(=O)C1=C(C=CC=C1)N(C(OC(C)(C)C)=O)C